11-(acryloyloxy)undecyl methacrylate C(C(=C)C)(=O)OCCCCCCCCCCCOC(C=C)=O